C(C)(=O)N[C@H](C[C@H](C(C)C)N(C([C@H]([C@H](CC)C)NC(=O)[C@@H]1N(CCCC1)C)=O)CCCCCC)C=1SC=C(N1)C(=O)O 2-[(1R,3R)-1-Acetamido-3-[(2S,3S)-N-hexyl-3-methyl-2-{[(2R)-1-methylpiperidin-2-yl]formamido}pentanamido]-4-methylpentyl]-1,3-thiazole-4-carboxylic acid